CC1(CC1)OC=1C=C2C(=NNC2=CC1)C1=CC(=NC=C1)N1CCC(CC1)CC1=CC=C(C=C1)CC1CCNCC1 5-(1-methylcyclopropoxy)-3-[2-[4-[[4-(4-piperidinylmethyl)phenyl]methyl]-1-piperidinyl]-4-pyridinyl]-1H-indazole